[Ca+2].[Na+].[Si]([O-])([O-])([O-])O silicate sodium-calcium